CC=1C=CC2=C(CCO2)C1C=1C=C2CCN[C@@H](C2=CC1)CNC1=C(C(=O)O)C=CN=C1 (S)-3-(((6-(5-methyl-2,3-dihydrobenzofuran-4-yl)-1,2,3,4-tetrahydroisoquinolin-1-yl)methyl)amino)isonicotinic acid